tert-butyl 4-[2-(dimethylcarbamoyl)-4,6,7,8-tetrahydropyrazolo[1,5-a][1,4]diazepin-5-yl]-2-[[(2S)-1-methylpyrrolidin-2-yl]methoxy]-6,8-dihydro-5H-pyrido[3,4-d]pyrimidine-7-carboxylate CN(C(=O)C1=NN2C(CN(CCC2)C=2C3=C(N=C(N2)OC[C@H]2N(CCC2)C)CN(CC3)C(=O)OC(C)(C)C)=C1)C